ClC1=C(C=C(OCC(=O)N[C@H]2CC[C@@H](NC2)C(=O)NCC=2OC(=CC2)C(F)(F)F)C=C1)F (2r,5s)-5-[2-(4-chloro-3-fluorophenoxy)acetamido]-N-{[5-(trifluoromethyl)furan-2-yl]methyl}piperidine-2-carboxamide